[Mg].[Zn].[Al] aluminum zinc-magnesium